rac-(3aR,5r,6aS)-5-benzyl-2-(2-(3,5-difluoro-4-hydroxyphenyl)-2-hydroxyethyl)octahydro-cyclopenta[c]pyrrol-5-ol C(C1=CC=CC=C1)C1(C[C@@H]2[C@@H](CN(C2)CC(O)C2=CC(=C(C(=C2)F)O)F)C1)O |r|